N-(tert-Butoxycarbonyl)-O-(4-(5,6,7,8-tetrahydro-1,8-naphthyridin-2-yl)butyl)-D-homoserine C(C)(C)(C)OC(=O)N[C@H](CCOCCCCC1=NC=2NCCCC2C=C1)C(=O)O